C(C)(C)N1CCC(CC1)C1=CC=C(C=N1)C=1C=C(C2=C(N(C(=N2)C2=CC=C(C=C2)S(=O)(=O)C)C)C1)C 6-(6-(1-isopropylpiperidin-4-yl)pyridin-3-yl)-1,4-dimethyl-2-(4-(methylsulfonyl)phenyl)-1H-benzo[d]imidazole